(R)-2-fluoro-N-(1-(1-(4-fluorophenyl)-3-methyl-4-oxo-2,3,8-triazaspiro-[4.5]dec-1-en-8-yl)-3-methyl-1-oxobutan-2-yl)-5-(trifluoromethyl)benzamide FC1=C(C(=O)N[C@@H](C(=O)N2CCC3(C(N(N=C3C3=CC=C(C=C3)F)C)=O)CC2)C(C)C)C=C(C=C1)C(F)(F)F